6-Amino-2-((2-hydroxyphenyl)amino)-N-phenylpyrimidine-4-carboxamide NC1=CC(=NC(=N1)NC1=C(C=CC=C1)O)C(=O)NC1=CC=CC=C1